tert-butyl (3S)-3-(methanesulfonyloxy)pyrrolidine-1-carboxylate CS(=O)(=O)O[C@@H]1CN(CC1)C(=O)OC(C)(C)C